2-(hydroxymethyl)-3-(1H-benzimidazol-5-yl)-5-propylbenzonitrile OCC1=C(C#N)C=C(C=C1C1=CC2=C(NC=N2)C=C1)CCC